2-((tert-butyldimethylsilyloxy)ethoxy)propan-2-ol [Si](C)(C)(C(C)(C)C)OCCOC(C)(C)O